7-hydroxy-6-methoxy-2-oxo-4-(trifluoromethyl)-2H-chromene-8-carbaldehyde OC1=C(C=C2C(=CC(OC2=C1C=O)=O)C(F)(F)F)OC